propyl 4-(2-((2,6-dimethylphenyl) amino)-2-oxoethyl)-1,4-diazepane-1-carboxylate CC1=C(C(=CC=C1)C)NC(CN1CCN(CCC1)C(=O)OCCC)=O